OC1=C(C(N(CC1)CC=1C=NC(=C(C1)C)OC=1C=NC(=CC1)C)=O)C(=O)NCC(=O)O N-{[4-hydroxy-1-({5-methyl-6-[(6-methyl-3-pyridinyl)oxy]-3-pyridinyl}methyl)-2-oxo-1,2,5,6-tetrahydro-3-pyridinyl]carbonyl}glycine